((2S,4R)-4-(2-aminooxazolo[4,5-c]pyridin-7-yl)tetrahydro-2H-pyran-2-yl)((S)-8-chloro-1-methyl-6-(trifluoromethyl)-3,4-dihydroisoquinolin-2(1H)-yl)methanone NC=1OC2=C(C=NC=C2[C@H]2C[C@H](OCC2)C(=O)N2[C@H](C3=C(C=C(C=C3CC2)C(F)(F)F)Cl)C)N1